N1C[C@@H](CCC1)NC(OCC1=CC=CC=C1)=O benzyl N-[(3R)-3-piperidyl]carbamate